C1(CC(C(CC1)C(C)C)OC(CCC(=O)[O-])=O)C.C(CCCCCCCCCCCCC)[PH2+]CCC tetradecylpropyl-phosphonium mono-menthylsuccinate